C[C@]1(CCC2=NC=3C(=NC(=CC3)C=3C=NC(=NC3)N3CCC(CC3)O)N21)C2=CC=CC=C2 (S)-1-(5-(8-methyl-8-phenyl-7,8-dihydro-6H-pyrrolo[2',1':2,3]imidazo[4,5-b]pyridin-2-yl)pyrimidin-2-yl)piperidin-4-ol